3-(aminomethyl)-4-ethyl-6-methylpyridin-2(1H)-one hydrochloride Cl.NCC=1C(NC(=CC1CC)C)=O